O1[C@H](CC1)C(=O)N1CCCCC1 (R)-1-((R)-oxetane-2-carbonyl)piperidine